(1-(7-(3-(benzyloxy)-4-methylphenyl)-6-(4-cyano-3-fluorophenyl)furo[3,2-c]pyridine-4-yl)piperidin-4-yl)carbamic acid tert-butyl ester C(C)(C)(C)OC(NC1CCN(CC1)C1=NC(=C(C2=C1C=CO2)C2=CC(=C(C=C2)C)OCC2=CC=CC=C2)C2=CC(=C(C=C2)C#N)F)=O